C(CCC)[P] mono-n-butyl-phosphorus